(S)-1-((2-oxabicyclo[2.1.1]hexane-1-yl)methyl)-2-((4-(3-(4-chloro-2-Fluorophenyl)-2,3-dihydrobenzo[b][1,4]dioxin-5-yl)piperidin-1-yl)methyl)-1H-benzo[d]imidazole-6-carboxylic acid C12(OCC(C1)C2)CN2C(=NC1=C2C=C(C=C1)C(=O)O)CN1CCC(CC1)C1=CC=CC=2OC[C@@H](OC21)C2=C(C=C(C=C2)Cl)F